3-(6-chloro-3-ethylsulfonyl-2-pyridyl)-8-(2,2,3,3,3-pentafluoropropoxy)imidazo[1,5-a]pyridine ClC1=CC=C(C(=N1)C1=NC=C2N1C=CC=C2OCC(C(F)(F)F)(F)F)S(=O)(=O)CC